2-(adamantan-1-yl)-2-hydroxy-2-(5-methylthiophene-2-yl)-N-(2-(5-methoxy-1H-indol-3-yl)ethyl)acetamide C12(CC3CC(CC(C1)C3)C2)C(C(=O)NCCC2=CNC3=CC=C(C=C23)OC)(C=2SC(=CC2)C)O